Tert-butyl (3S,4R)-4-[[2-[3-(N-tert-butoxycarbonyl-2-methoxy-4-methylsulfonyl-anilino)prop-1-ynyl]-1-(2,2,2-trifluoroethyl)indol-4-yl]amino]-3-fluoro-piperidine-1-carboxylate C(C)(C)(C)OC(=O)N(C1=C(C=C(C=C1)S(=O)(=O)C)OC)CC#CC=1N(C2=CC=CC(=C2C1)N[C@H]1[C@H](CN(CC1)C(=O)OC(C)(C)C)F)CC(F)(F)F